C1=C(C=CC2=CC(=CC=C12)OC1=C(C=CC=C1)O)OC1=C(C=CC=C1)O (2,6-naphthalenediylbis(oxy))bisphenol